(R)-1-((4,4-difluorocyclohexyl)methyl)-4-(8-phenyl-7,8-dihydro-6H-pyrrolo[2',1':2,3]imidazo[4,5-b]pyridin-2-yl)pyridin-2(1H)-one FC1(CCC(CC1)CN1C(C=C(C=C1)C1=CC=C2C(=N1)N1C(=N2)CC[C@@H]1C1=CC=CC=C1)=O)F